(1-methylcyclopropyl)-2-(2H-1,2,3,4-tetrazol-5-yl)pyrido[3,4-d]pyrimidin-4-amine CC1(CC1)C1=CN=CC=2N=C(N=C(C21)N)C=2N=NNN2